C[C@@H]1N(CC[C@@H](C1)C1=C(C(=NO1)C)NC(=O)O[C@H](C)C1=CC=CC=C1)C1=CC=C(C=C1)C1(CC1)C(=O)O 1-(4-((2S,4S)-2-methyl-4-(3-methyl-4-((((R)-1-phenylethoxy)carbonyl)amino)isoxazol-5-yl)piperidin-1-yl)phenyl)cyclopropane-1-carboxylic acid